NC=1C=CC(=NC1Cl)\C=C\1/C(N(C2=CC(=C(C=C12)C#N)C)C1=CC=C(C=C1)S(=O)(=O)C)=O (Z)-3-((5-amino-6-chloropyridin-2-yl)methylene)-6-methyl-1-(4-(methylsulfonyl)phenyl)-2-oxoindoline-5-carbonitrile